BrCC1=C(C(=O)OCC)C=C(C(=C1)I)OCC ethyl 2-(bromomethyl)-5-ethoxy-4-iodobenzoate